BrC=1C=C(C2=C(CN(CCO2)CC=2C=NC(=NC2)OC)C1)Cl 7-bromo-9-chloro-4-[(2-methoxypyrimidin-5-yl)methyl]-3,5-dihydro-2H-1,4-benzoxazepine